C(=O)O.FC(C1=CC=C(C=C1)C(C)C1CCNCC1)(F)F 4-[1-[4-(trifluoromethyl)phenyl]ethyl]piperidine formate salt